N-(2-((4-(Pyridin-3-yl)benzyl)amino)ethyl)naphthalene-1-sulfonamide N1=CC(=CC=C1)C1=CC=C(CNCCNS(=O)(=O)C2=CC=CC3=CC=CC=C23)C=C1